NC1=CC=C(C(=C1C(=O)N(C)C)F)C=1C(=C2C(=NC1)NC[C@@]21[C@H](C1)C(C)C)Cl 6-Amino-3-((1S,2R)-4'-chloro-2-isopropyl-1',2'-dihydrospiro[cyclopropane-1,3'-pyrrolo[2,3-b]pyridin]-5'-yl)-2-fluoro-N,N-dimethylbenzamide